NC=1C=C(OC2=NC=C(C=C2N(S(=O)(=O)C2=CC(=C(C=C2)Cl)C(F)(F)F)COC)C)C=CC1 N-(2-(3-Aminophenoxy)-5-methylpyridin-3-yl)-4-chloro-N-(methoxymethyl)-3-(trifluoromethyl)benzenesulfonamide